glutamyl-lysine N[C@@H](CCC(=O)O)C(=O)N[C@@H](CCCCN)C(=O)O